(1-allyl-1H-indol-2-yl)(thiophen-2-yl)methanone C(C=C)N1C(=CC2=CC=CC=C12)C(=O)C=1SC=CC1